BrC1=CC2=C(C(N(CC23CC3)CC(=O)OCC)=O)S1 ethyl 2-(2-bromo-7-oxo-spiro[5H-thieno[2,3-c]pyridine-4,1'-cyclopropane]-6-yl)acetate